hydroxy-1-methyl-1H-benzo[d]imidazole-6-carboxylic acid OC1=NC2=C(N1C)C=C(C=C2)C(=O)O